C(C1=CC=CC=C1)OC(=O)N1C(C(CCC1)NC(=O)OC(C)(C)C)CO 3-(tert-butoxycarbonylamino)-2-(hydroxymethyl)piperidine-1-carboxylic acid benzyl ester